COC(=O)C1CC(C1)OC1CCN(CC1)C(=O)OC(C)(C)C tert-butyl 4-(3-methoxycarbonyl cyclobutoxy)piperidine-1-carboxylate